2-[(1S,4S,5R)-2,4,5-trimethylcyclohex-2-en-1-yl]acetaldehyde CC=1[C@@H](C[C@H]([C@@H](C1)C)C)CC=O